ClC1=C(C=C(N=N1)N(C=1SC(=C(N1)C(=O)OCC)N1CCCCC1)C)C ethyl 2-[(6-chloro-5-methylpyridazin-3-yl)(methyl)amino]-5-(piperidin-1-yl)-1,3-thiazole-4-carboxylate